[2-(3,4-epoxycyclohexyl)ethyl](ethyl)diethoxysilane 2-isobutyl-phthalate (Butyl-isobutyl-phthalate) C(CCC)C=1C(=C(C(C(=O)O)=CC1)C(=O)O)CC(C)C.C(C(C)C)C1(C(C(=O)O)C=CC=C1)C(=O)O.C1(CC2C(CC1)O2)CC[Si](OCC)(OCC)CC